N-((S)-1-(((S)-1-(Benzo[d]thiazol-2-yl)-1-oxo-3-(pyridin-4-yl)propan-2-yl)amino)-4-methyl-1-oxopentan-2-yl)-4-methoxy-1H-indole-2-carboxamide S1C(=NC2=C1C=CC=C2)C([C@H](CC2=CC=NC=C2)NC([C@H](CC(C)C)NC(=O)C=2NC1=CC=CC(=C1C2)OC)=O)=O